CC1=CC=C(C=C1)C1(C=C1)C(=O)O 1-(4-methylphenyl)cycloprop-2-ene-1-carboxylic acid